FC=1C=C(C=CC1OC1=CC=NC2=NC(=C(C=C12)OCCOC)OC)NC(=O)C1=CN(C(=C(C1=O)C1=CC=C(C=C1)F)C)C N-[3-fluoro-4-[[7-methoxy-6-(2-methoxyethoxy)-1,8-naphthyridin-4-yl]oxy]phenyl]-5-(4-fluorophenyl)-1,6-dimethyl-4-oxopyridine-3-carboxamide